N(2)-Formyl-N(1)-(5-phospho-D-ribosyl)glycinamide C(=O)NCC(=O)NC1[C@H](O)[C@H](O)[C@H](O1)COP(=O)(O)O